CC1=C(C(=CC(=C1)OCC1=CC=CC=C1)C)B(O)O [2,6-DIMETHYL-4-(PHENYLMETHOXY)PHENYL]-BORONIC ACID